4-fluoro-N-[4-fluoro-5-[2-[(2R,6S)-2,6-dimethylmorpholin-4-yl]pyrimidin-5-yl]-2-[(3S,5R)-3,4,5-trimethylpiperazin-1-yl]phenyl]-2-(trifluoromethyl)benzamide FC1=CC(=C(C(=O)NC2=C(C=C(C(=C2)C=2C=NC(=NC2)N2C[C@H](O[C@H](C2)C)C)F)N2C[C@@H](N([C@@H](C2)C)C)C)C=C1)C(F)(F)F